4-(4-fluoro-2-methylindole-5-yloxy)-6-methoxy-7-(3-pyrrolidin-1-ylpropoxy)quinazoline FC1=C2C=C(NC2=CC=C1OC1=NC=NC2=CC(=C(C=C12)OC)OCCCN1CCCC1)C